ClC=1C=NC(=NC1)[C@H]([C@H](C)S(=O)(=O)NC1=NN=C(N1C=1C(=NC=NC1OC)OC)COC(F)F)C (2S,3R)-3-(5-chloropyrimidin-2-yl)-N-(5-((difluoromethoxy)methyl)-4-(4,6-dimethoxypyrimidin-5-yl)-4H-1,2,4-triazol-3-yl)butane-2-sulfonamide